FC(F)(F)C1CN2C(N=CC3=CC=CC(=C23)S1)=O (trifluoromethyl)-2H-[1,4]thiazino[2,3,4-ij]quinazolin-5(3H)-one